2-{(2bR,4aR)-3-[4-(Azetidin-1-yl)piperidin-1-carbonyl]-3b,4,4a,5-tetrahydro-1H-cyclopropa[3,4]cyclopenta[1,2-c]pyrazol-1-yl}-1-[4-(2,3-dimethylphenyl)piperazin-1-yl]ethan-1-on N1(CCC1)C1CCN(CC1)C(=O)C=1C2=C(N(N1)CC(=O)N1CCN(CC1)C1=C(C(=CC=C1)C)C)C[C@@H]1C2C1